3-(3-fluoro-4-methoxyphenyl)-3-(4-(hydroxymethyl)oxazol-2-yl)propionic acid tert-butyl ester C(C)(C)(C)OC(CC(C=1OC=C(N1)CO)C1=CC(=C(C=C1)OC)F)=O